(4-(8-(2,4-Dimethoxyphenethyl)-2,6-dioxo-1-(prop-2-yn-1-yl)-1,2,6,7-tetrahydro-3H-purin-3-yl)butyl)phosphonic acid COC1=C(CCC2=NC=3N(C(N(C(C3N2)=O)CC#C)=O)CCCCP(O)(O)=O)C=CC(=C1)OC